CN(C1CCN(CC1)CC(=O)N1[C@@H](CCC1)C#N)C=1C=NC2=C(C=CC=C2C1)OC (2S)-1-[2-[4-[methyl-(8-methoxy-3-quinolinyl)amino]-1-piperidinyl]acetyl]pyrrolidine-2-carbonitrile